4a-(2-isopropylphenyl)octahydro-2H-benzo[b][1,4]oxazine C(C)(C)C1=C(C=CC=C1)C12C(OCCN1)CCCC2